CNCCC1=CC=NC=C1 N-methyl-2-(pyridin-4-yl)ethan-1-amine